O1C2=C(OCC1)C=C(C=C2)C(CCC(=O)C2=CC(=CC=C2)F)=O 1-(2,3-Dihydrobenzo[b][1,4]dioxin-6-yl)-4-(3-fluorophenyl)butane-1,4-dione